[NH3+]CC1CCC(CC1)C[NH3+] 1,4-bis(ammoniomethyl)cyclohexane